C(C)OC(=O)C1=NN2C=3C=NC(=C(C3C(=N[C@H](C2=N1)C)C1=C(C=CC=C1F)F)Cl)C(F)(F)F (7S)-11-chloro-9-(2,6-difluorophenyl)-7-methyl-12-(trifluoromethyl)-2,3,5,8,13-pentaazatricyclo[8.4.0.02,6]tetradec-1(10),3,5,8,11,13-hexa-ene-4-carboxylic acid ethyl ester